CC=1N=C(C2=C(N1)C(=CS2)C)N[C@H](CN2CCN(CC2)S(=O)(=O)C2=C(N=C(S2)NC(OC)=O)C)C methyl N-[5-({4-[(2S)-2-({2,7-dimethylthieno[3,2-d]pyrimidin-4-yl} amino)propyl]piperazin-1-yl}sulfonyl)-4-methyl-1,3-thiazol-2-yl]carbamate